5-(methylamino)isoindole-1,3-dione CNC=1C=C2C(NC(C2=CC1)=O)=O